N-(2-(2-fluoro-3,4-dihydroxy-5-methoxyphenyl)-1-(3-methyloxetan-3-yl)-1H-benzo[d]imidazol-5-yl)butyramide FC1=C(C=C(C(=C1O)O)OC)C1=NC2=C(N1C1(COC1)C)C=CC(=C2)NC(CCC)=O